C(=O)(O)C=1C(C2=CC3=CC=C(C=C3C2=CC1)C(=O)O)=O 2,6-dicarboxyfluorenone